1-(fluoromethyl)cyclopropane isopropyl-(S)-2-((S)-2-acetamido-3-(1H-indol-3-yl)propanamido)-6-diazo-5-oxohexanoate C(C)(C)OC([C@H](CCC(C=[N+]=[N-])=O)NC([C@H](CC1=CNC2=CC=CC=C12)NC(C)=O)=O)=O.FCC1CC1